C(C)(=O)C1=CC2=C(O1)C(=C1C=CC=CC1=C2OC(=O)NCCNCC(=O)O)OC(=O)NCCNCC(=O)O ((((2-acetylnaphtho[2,3-b]furan-4,9-diyl)bis(oxy))bis(carbonyl)bis(azanediyl))bis(ethane-2,1-diyl))bis(azanediyl)diacetic acid